C(C=CC=C\C=C/CCCCCC)=O 7Z-Tridecatrienal